2-amino-N-((4R)-1-ethyl-4,5,6,7-tetrahydro-1H-indazol-4-yl)-3-methyl-N-((5-(trifluoromethyl)-2-pyridinyl)methyl)-6-quinolinecarboxamide NC1=NC2=CC=C(C=C2C=C1C)C(=O)N(CC1=NC=C(C=C1)C(F)(F)F)[C@H]1C=2C=NN(C2CCC1)CC